BrC1=CC=C(C2=NSN=C21)C#N 7-Bromo-benzo[1,2,5]thiadiazole-4-carbonitrile